OCCS(=O)(=O)CC(CCCC(C(=O)NNC)(C)C=1C=C(C=CC1)C[C@H](C(=O)OC)C)(C)C methyl (2R)-3-(3-(7-((2-hydroxyethyl)sulfonyl)-2,6,6-trimethyl-1-(2-methylhydrazineyl)-1-oxoheptan-2-yl)phenyl)-2-methylpropanoate